[Na+].C(C1=CC=CC=C1)(=O)P([O-])(=O)C=C (benzoyl)-vinyl-phosphinic acid sodium salt